FC1=CC=C(C=C1)N1N=CC2=CC(=CC=C12)N1S(C[C@@H]([C@H]1C1=CC=CC=C1)NC(=O)C1CC1)(=O)=O N-((3R,4R)-2-(1-(4-fluorophenyl)-1H-indazol-5-yl)-1,1-dioxido-3-phenylisothiazolidin-4-yl)cyclopropanecarboxamide